3-[5-benzyloxy-1-(4-fluoro-3-methyl-phenyl)indol-3-yl]-1-methyl-cyclobutanecarboxylic acid methyl ester COC(=O)C1(CC(C1)C1=CN(C2=CC=C(C=C12)OCC1=CC=CC=C1)C1=CC(=C(C=C1)F)C)C